5-(Difluoromethoxy)-2-[5-(difluoromethoxy)-7-[(1s,3s)-3-hydroxy-3-methylcyclobutyl]-7H-pyrrolo[2,3-c]pyridazin-3-yl]-3-methylphenol FC(OC=1C=C(C(=C(C1)O)C1=CC2=C(N=N1)N(C=C2OC(F)F)C2CC(C2)(C)O)C)F